C1(CC1)C=1C=C(C=2N(C1)C=C(N2)CO)N2C=NN=C2 (6-cyclopropyl-8-(4H-1,2,4-triazol-4-yl)imidazo[1,2-a]pyridin-2-yl)methanol